3-phenyl-6,7-dihydro-5H-[1,2,4]triazolo[3,4-b][1,3]thiazine C1(=CC=CC=C1)C1=NN=C2SCCCN21